ClC1=C(C(=O)N)C=CC(=C1)C1=NNC2=NC=C(C=C21)C=2C=CC1=C(CCC(CC1)(N1[C@@H](CCC1)CO)CC)C2 2-Chloro-4-(5-{7-ethyl-7-[(2S)-2-(hydroxymethyl)pyrrolidin-1-yl]-6,7,8,9-tetrahydro-5H-benzo[7]annulen-2-yl}-1H-pyrazolo[3,4-b]pyridin-3-yl)benzamide